[Cl-].[Cl-].CC1(C=CC=C1)[Zr+2]C=1C(C=2CCCCC2C1C)C (methylcyclopentadienyl)(1,3-dimethyl-4,5,6,7-tetrahydroindenyl)zirconium dichloride